BrCC(=O)C1(CCOC2=C(C=CC=C12)C[C@@H](C(=O)OC)C)C methyl (2S)-3-[4-(2-bromoacetyl)-4-methyl-chroman-8-yl]-2-methyl-propanoate